[Br-].BrCCCCCCCCCCCC[N+](C)(C)C (12-bromododecyl)-trimethylammonium bromide